NCC1=NC=CC(=C1)C1=CC(=CC=2C=COC21)COC2=C(C=CC(=C2C)C)CC(=O)OCC ethyl 2-(2-((7-(2-(aminomethyl)pyridin-4-yl)benzofuran-5-yl)methoxy)-3,4-dimethylphenyl)acetate